N1(CCC1)C(C)C1=CC(=C(C=C1)N1C=NC(=C1)C1=NC(=NC=C1C(F)(F)F)NC1CCN(CC1)S(=O)(=O)C)Cl 4-(1-(4-(1-(azetidin-1-yl)ethyl)-2-chlorophenyl)-1H-imidazol-4-yl)-N-(1-(methylsulfonyl)piperidin-4-yl)-5-(trifluoromethyl)pyrimidin-2-amine